C(#N)C=1C=NN2C1C(=CC(=C2)C=2C=NN(C2C)C2CCC(CC2)N(C(C)=O)C)SC2=NC=CC=C2F N-((1s,4s)-4-(4-(3-cyano-4-((3-fluoropyridin-2-yl)thio)pyrazolo[1,5-a]pyridin-6-yl)-5-methyl-1H-pyrazol-1-yl)cyclohexyl)-N-methylacetamide